C1(CC1)OC(C(=O)O)=O 2-Cyclopropyloxy-2-oxoacetic acid